ClC1=C(C=C2/C(/C(NC2=C1)=O)=C/C1=CN=C(N1)C)C1=C(C2=C(OCCN2)N=C1)C (Z)-6-chloro-3-((2-methyl-1H-imidazol-5-yl)methylene)-5-(8-methyl-2,3-dihydro-1H-pyrido[2,3-b][1,4]oxazin-7-yl)indolin-2-one